2-[(1-methyl-1H-pyrazol-4-yl)amino]-4-[(1,2,3,4-tetrahydroisoquinolin-5-yl)amino]pyrimidine-5-carboxamide CN1N=CC(=C1)NC1=NC=C(C(=N1)NC1=C2CCNCC2=CC=C1)C(=O)N